[N].C1=NC=CC2=CC=CC=C12 Isoquinoline nitrogen